trans-6-dodecene CCCCC\C=C\CCCCC